ClC=1C=C(CN2N=C3C(=C2C2=C(C=CC=C2)F)C=NC3)C=C(C1)Cl 2-(3,5-dichlorobenzyl)-3-(2-fluorophenyl)-2,6-dihydropyrrolo[3,4-c]pyrazole